CS(=O)(=O)OC1CC2(C(N3[C@H](O2)CC[C@H]3C3=CC=CC=C3)=O)C1 (1s,3S,5'S,7a'R)-3'-oxo-5'-phenyltetrahydro-3'H-spiro[cyclobutane-1,2'-pyrrolo[2,1-b]oxazol]-3-yl methanesulfonate